5-(3,4-Dichlorophenyl)-2-(3-methylphenyl)-1H-imidazole ClC=1C=C(C=CC1Cl)C1=CN=C(N1)C1=CC(=CC=C1)C